C(#N)C1=CC=C(C=C1)S(=O)(=O)NC=1C=C(C=CC1)C=1N=NN(C1)[C@H](C(=O)N1[C@@H](C[C@H](C1)O)C(=O)NC)C(C)(C)C (2S,4R)-1-[(2S)-2-[4-[3-[(4-cyanophenyl)sulfonylamino]phenyl]triazol-1-yl]-3,3-dimethyl-butanoyl]-4-hydroxy-N-methyl-pyrrolidine-2-carboxamide